4-methyl-6,7-dihydro-5H-cyclopenta[d]pyrimidine CC=1C2=C(N=CN1)CCC2